Cl.N1(CCNCC1)CC(C)O 3-(piperazin-1-yl)propan-2-ol hydrochloride